ClC1=NC=C(C(=N1)C=1C=C(C=CC1)C1CCC(NC1)=O)F 5-[3-(2-chloro-5-fluoro-pyrimidin-4-yl)phenyl]piperidin-2-one